FC=1C=C(C=CC(=O)[O-])C=CC1F 3,4-difluorocinnamate